ClC1=C(C(=O)N2CCN(CC2)C(CCCNC(OC(C)(C)C)=O)=O)C=CC(=C1)NC(=O)C=1N(C(=CN1)C1=C(C(=C(C=C1)OC)F)F)C tert-butyl N-[4-[4-[2-chloro-4-[[5-(2,3-difluoro-4-methoxy-phenyl)-1-methyl-imidazole-2-carbonyl]amino]benzoyl]piperazin-1-yl]-4-oxo-butyl]carbamate